COC1=C(C(=CC=C1)OC)C=1C(=C(C(=NC1COCC)O)C(=O)N1C[C@@H](CC1)C1=CC=CC=C1)O 5-(2,6-dimethoxyphenyl)-6-(ethoxymethyl)-3-[(3S)-3-phenylpyrrolidine-1-carbonyl]pyridine-2,4-diol